(S)-5-(chloromethyl)-3-methyloxazolidin-2-one ClC[C@@H]1CN(C(O1)=O)C